1,2-di-myristoyl-sn-glycero-3-phosphorylcholine C(CCCCCCCCCCCCC)(=O)OC[C@@H](OC(CCCCCCCCCCCCC)=O)COP(=O)(O)OCC[N+](C)(C)C